tri-(dibenzylideneacetone) palladium [Pd].C(C1=CC=CC=C1)=CC(=O)C=CC1=CC=CC=C1.C(C1=CC=CC=C1)=CC(=O)C=CC1=CC=CC=C1.C(C1=CC=CC=C1)=CC(=O)C=CC1=CC=CC=C1